ClC=1C=C(C=CC1Cl)/C(/C#N)=C/C#N 2-(3,4-dichlorophenyl)maleonitrile